FC1C(C1C1=NC=CC(=N1)C)F difluoro-3-(4-methylpyrimidin-2-yl)cyclopropane